N-(2,3-dihydro-1,4-benzoxazin-4-yl)-4-pyrrolidin-1-yl-8-(2,3,5-trifluorophenyl)quinoline-3-carboxamide O1CCN(C2=C1C=CC=C2)NC(=O)C=2C=NC1=C(C=CC=C1C2N2CCCC2)C2=C(C(=CC(=C2)F)F)F